NCC=1C=C(C=CC1)N1N=C(C=C1C(=O)NC1=CC(=CC=C1)C(C1=CC=C(C=C1)OC)NCC1CC1)C(F)(F)F 1-(3-(Aminomethyl)phenyl)N-(3-(((cyclopropylmethyl)amino)(4-methoxyphenyl)methyl)phenyl)-3-(trifluoromethyl)-1H-pyrazole-5-carboxamide